N-[3-[4-[2-[4-[4-[(2,6-dioxo-3-piperidyl)amino]phenyl]-1-piperidyl]-2-oxo-ethyl]phenyl]propyl]-5-[rac-(2R)-2-(2,5-difluorophenyl)pyrrolidin-1-yl]pyrazolo[1,5-a]pyrimidine-3-carboxamide O=C1NC(CCC1NC1=CC=C(C=C1)C1CCN(CC1)C(CC1=CC=C(C=C1)CCCNC(=O)C=1C=NN2C1N=C(C=C2)N2[C@H](CCC2)C2=C(C=CC(=C2)F)F)=O)=O |r|